N(C(CO)O)(C(CO)O)C(CO)O nitrilotris-2,1-ethanediol